(piperidin-4-ylamino)-N-(pyrimidin-2-yl)quinoline-8-carboxamide hydrochloride Cl.N1CCC(CC1)NC1=NC2=C(C=CC=C2C=C1)C(=O)NC1=NC=CC=N1